di(octan-3-yl) 9,9'-((4-(3-((4-(bis(5-(((Z)-non-3-en-1-yl)oxy)-5-oxopentyl)amino)butyl)carbamoyl)-5-((3-(dimethylamino)propyl)carbamoyl)benzamido)butyl)azanediyl)dinonanoate C(C\C=C/CCCCC)OC(CCCCN(CCCCNC(=O)C=1C=C(C(=O)NCCCCN(CCCCCCCCC(=O)OC(CC)CCCCC)CCCCCCCCC(=O)OC(CC)CCCCC)C=C(C1)C(NCCCN(C)C)=O)CCCCC(OCC\C=C/CCCCC)=O)=O